(2R)-4-[(3,5-Dichlorophenyl)carbonyl]-2-{5-methyl-[1,2,4]triazolo[1,5-a]pyrimidin-7-yl}morpholine ClC=1C=C(C=C(C1)Cl)C(=O)N1C[C@@H](OCC1)C1=CC(=NC=2N1N=CN2)C